(R/S)-1-(2-fluoro-3-methyl-5-nitrophenyl)ethan-1-amine hydrochloride Cl.FC1=C(C=C(C=C1C)[N+](=O)[O-])[C@@H](C)N |r|